8-((2S,5R)-4-(1-(4-(1-cyanocyclopropyl)-2-fluorophenyl)ethyl)-2,5-dimethylpiperazin-1-yl)-5-methyl-6-oxo-5,6-dihydro-1,5-naphthyridine-2-carbonitrile C(#N)C1(CC1)C1=CC(=C(C=C1)C(C)N1C[C@@H](N(C[C@H]1C)C1=CC(N(C=2C=CC(=NC12)C#N)C)=O)C)F